tris-isopropylcyclopentadienyl-lanthanum C(C)(C)C1=C(C(C=C1)([La])C(C)C)C(C)C